carboxy-7-((8-methoxynaphthalen-1-yl)oxy)-1,2,3,4-tetrahydronaphthalene-2-aminium chloride [Cl-].C(=O)(O)C1C(CCC2=CC=C(C=C12)OC1=CC=CC2=CC=CC(=C12)OC)[NH3+]